BrC1=C(C=C(S1)C=O)OCC(CCCC)CC 5-bromo-4-((2-ethylhexyl)oxy)thiophenecarbaldehyde